ClC1=C(C=CC(=C1)Cl)C1C(C2=C(CCC1)C=C(C=C2)O)=O 6-(2,4-Dichlorophenyl)-2-hydroxy-6,7,8,9-tetrahydro-5H-benzo[7]annulen-5-one